N-[4-[[2-(5-chloro-2-hydroxy-phenyl)acetyl]amino]-2-pyridyl]-2,2-dimethyl-propionamide ClC=1C=CC(=C(C1)CC(=O)NC1=CC(=NC=C1)NC(C(C)(C)C)=O)O